C(C)N(CCNC(=O)C=1N=NC2=C(N1)C(N(C(N2C2=CC=C(C=C2)F)=O)C)=O)CC (2-(diethylamino)ethyl)-8-(4-fluorophenyl)-6-methyl-5,7-dioxo-5,6,7,8-tetrahydropyrimido[5,4-e][1,2,4]triazin-3-carboxamide